1-n-dodecanethiol C(CCCCCCCCCCC)S